[Cl-].C(C=C)[Nd+]CC=C bis-allyl-neodymium chloride